3-[3-(4'-bromobiphenyl-4-yl)-1,2,3,4-tetrahydronaphth-1-yl]-4-hydroxycoumarin BrC1=CC=C(C=C1)C1=CC=C(C=C1)C1CC(C2=CC=CC=C2C1)C=1C(OC2=CC=CC=C2C1O)=O